5-(3-Chlorophenyl)-2-methyl-4-(trifluoromethyl)-5H-indeno[1,2-b]pyridine ClC=1C=C(C=CC1)C1C2=CC=CC=C2C2=NC(=CC(=C21)C(F)(F)F)C